4,4,5,5-Tetramethyl-2-(spiro[3.5]non-1-en-2-yl)-1,3,2-dioxaborolane CC1(OB(OC1(C)C)C1=CC2(C1)CCCCC2)C